CC1=NC(=NC(=C1)C)N1C[C@@H]2[C@H](C1)CN(C2)C(=O)OC(C)(C)C tert-butyl (3aR,6aS)-5-(4,6-dimethylpyrimidin-2-yl)hexahydropyrrolo[3,4-c]pyrrole-2(1H)-carboxylate